azetidin-1-yl(2,6-dihydroxy-5'-methyl-4-pentyl-1',2',3',4'-tetrahydro-[1,1'-biphenyl]-3-yl)methanone N1(CCC1)C(=O)C=1C(=C(C(=CC1CCCCC)O)C1CCCC(=C1)C)O